F[B-](F)(F)F.C(C)N(CC)[NH+](F)F diethylaminodifluoroammonium tetrafluoroborate